cycloheptadecane-7-carboxylic acid methyl ester COC(=O)C1CCCCCCCCCCCCCCCC1